N-(3-(3-chloro-4-((1S,2S)-2-(5-chloropyridin-3-yl)cyclopropyl)-5',6-dimethyl-2-oxo-2H-[1,4'-bipyridin]-2'-yl)-2-fluorophenyl)-N,1-dimethylcyclopropane-1-carboxamide ClC=1C(N(C(=CC1[C@@H]1[C@H](C1)C=1C=NC=C(C1)Cl)C)C1=CC(=NC=C1C)C=1C(=C(C=CC1)N(C(=O)C1(CC1)C)C)F)=O